2,2',2''-[1,2,3-propanetriyltri(oxymethylene)]trisoxirane C(C(COCC1OC1)OCC1OC1)OCC1OC1